4,5-dihydroxy-4-cyclopentene-1,2,3-trione di-guanidinium salt NC(=[NH2+])N.NC(=[NH2+])N.OC=1C(C(C(C1O)=O)=O)=O